3-(3-Chloro-4-fluorophenyl)-1-(2-methoxyethyl)-1-(1-(1-methoxyisoquinolin-4-yl)ethyl)urea ClC=1C=C(C=CC1F)NC(N(C(C)C1=CN=C(C2=CC=CC=C12)OC)CCOC)=O